OC(CCCCCCCCCCCCC)CCCCCC 14-Hydroxy-icosan